methyl trans-4-[(5-cyano-3-pyridyl)methyl]cyclohexanecarboxylate C(#N)C=1C=C(C=NC1)C[C@@H]1CC[C@H](CC1)C(=O)OC